FC1=CC=C(CC=2C=C3C(=NC2C(CO)OC)C(CN3C(C)=O)(C)C)C=C1 1-[6-(4-fluoro-benzyl)-5-(2-hydroxy-1-methoxy-ethyl)-3,3-dimethyl-2,3-dihydro-pyrrolo[3,2-B]pyridin-1-yl]-ethanone